Methyl 2-amino-5-(3-amino-7-(1H-pyrazol-4-yl) isoxazolo[4,5-c]pyridin-4-yl)-4-fluorobenzoate NC1=C(C(=O)OC)C=C(C(=C1)F)C1=NC=C(C2=C1C(=NO2)N)C=2C=NNC2